ClC=1C=C(C=CC1F)N1[C@H](CN(CC1)C(C(CC(=C)C)OC)=O)C 1-[(3S)-4-(3-chloro-4-fluoro-phenyl)-3-methyl-piperazin-1-yl]-2-methoxy-4-methyl-pent-4-en-1-one